BENZOPYRROLE N1C=CC2=C1C=CC=C2